ClC=1C=C(CN2N=NC(=C2[N+](=O)[O-])C(=O)N)C=C(C1C(C1=CC=C(C=C1)Cl)=O)Cl 1-(3,5-dichloro-4-(4-chlorobenzoyl)benzyl)-5-nitro-1H-1,2,3-triazole-4-carboxamide